NC1=NC(=C(C(=N1)C=1OC=CC1)C(=O)OCC)S(=O)(=O)C ethyl 2-amino-4-(2-furyl)-6-methylsulfonyl-pyrimidine-5-carboxylate